[2-(3,5-dimethyl-phenylthio)-phenyl]piperazine CC=1C=C(C=C(C1)C)SC1=C(C=CC=C1)N1CCNCC1